S1C=C(C=C1)[SiH3] 3-thienyl-silane